tertbutyl 4-ethynyl-3,6-dihydropyridine-1(2H)-carboxylate C(#C)C=1CCN(CC1)C(=O)OC(C)(C)C